C1(CC1)NC1=CC=NC=2N1N=C(C2C2=NC=C(C=C2)OCC(C(F)(F)F)(F)F)S(=O)(=O)CC N-cyclopropyl-2-(ethylsulfonyl)-3-(5-(2,2,3,3,3-pentafluoropropoxy)pyridin-2-yl)pyrazolo[1,5-a]pyrimidin-7-amine